(S)-1'-(5-((3-chloro-2-(dimethylamino)pyridin-4-yl)thio)-1H-imidazo[4,5-b]pyrazin-2-yl)-5,7-dihydrospiro[cyclopenta[b]pyridine-6,4'-piperidin]-5-amine ClC=1C(=NC=CC1SC=1N=C2C(=NC1)NC(=N2)N2CCC1(CC2)[C@@H](C=2C(=NC=CC2)C1)N)N(C)C